3-(2-oxiranyl)propyl dodecanoate C(CCCCCCCCCCC)(=O)OCCCC1OC1